S1C2=C(C=C1C(=O)O)CCCC2 4,5,6,7-tetrahydrobenzo[b]thiophene-2-carboxylic acid